(2'S,6'S)-1'-allyl-6-chloro-2'-methyl-6'-(1-methyltriazol-4-yl)spiro[1H-isobenzofuran-3,4'-piperidine]-1-carboxamide C(C=C)N1[C@H](CC2(C[C@H]1C=1N=NN(C1)C)OC(C1=CC(=CC=C12)Cl)C(=O)N)C